(2R,4R)-1-(3-chloro-2-fluorobenzyl)-4-((3-fluoro-6-((5-methyl-1H-pyrazol-3-yl)amino)-4-(3-meth-yloxetan-3-yl)pyridin-2-yl)meth-yl)-2-methylpiperidine-4-carboxylic acid ClC=1C(=C(CN2[C@@H](C[C@@](CC2)(C(=O)O)CC2=NC(=CC(=C2F)C2(COC2)C)NC2=NNC(=C2)C)C)C=CC1)F